(R)-3,3,3-trifluoro-2-hydroxy-2-methylpropanoylhydrazine FC([C@](C(=O)NN)(C)O)(F)F